(R)-8-benzyl-3-bromo-4-ethyl-6,6a,7,8,9,10-hexahydro-5H-pyrazino[1,2-A][1,8]naphthyridine C(C1=CC=CC=C1)N1C[C@@H]2N(C=3N=CC(=C(C3CC2)CC)Br)CC1